2,3-dimethylbutanesulfonic acid CC(CS(=O)(=O)O)C(C)C